FC1=CC=C(C=C1)C=1C=C2C(=C(C(N(C2=NC1)CC=O)=O)C(=O)NC1CCC(CC1)C)O 6-(4-fluorophenyl)-4-hydroxy-N-(4-methylcyclohexyl)-2-oxo-1-(2-oxoethyl)-1,8-naphthyridine-3-carboxamide